4-methyl-N-(3-nitrophenyl)-3-(N-(o-tolyl)sulfamoyl)benzamide CC1=C(C=C(C(=O)NC2=CC(=CC=C2)[N+](=O)[O-])C=C1)S(NC1=C(C=CC=C1)C)(=O)=O